4,4'-dibromo-2,2'-bipyridyl BrC1=CC(=NC=C1)C1=NC=CC(=C1)Br